C(C1=CC=CC=C1)OC1=NC(=CC=C1C1=NN(C2=C(C=CC=C12)N1CC(C1)CC1CCN(CC1)C(=O)OC(C)(C)C)C)OCC1=CC=CC=C1 tert-butyl 4-((1-(3-(2,6-bis(benzyloxy)pyridin-3-yl)-1-methyl-1H-indazol-7-yl)azetidin-3-yl) methyl)piperidine-1-carboxylate